(E)-2-(5-amino-2-(4-methoxy-2-methylphenylethyl)benzo[f][1,7]naphthyridin-8-yl)-1-fluorovinylphosphonic acid NC1=NC2=C(C=3C=C(C=NC13)CCC1=C(C=C(C=C1)OC)C)C=CC(=C2)/C=C(\F)/P(O)(O)=O